BrC=1C(=C(N(N1)C)C(=O)NC1=CC(=NC=C1)C(F)(F)F)C(F)(F)F 5-bromo-2-methyl-4-(trifluoromethyl)-N-[2-(trifluoromethyl)-4-pyridyl]pyrazole-3-carboxamide